potassium iodide, 2,4-dichloroanilinediazonium salt ClC1=C(N[N+]#N)C=CC(=C1)Cl.[I-].[K]